NC1CC(N(C(C1)(C)C)C)(C)C 4-amino-1,2,2,6,6-pentamethyl-piperidine